COC(CCCCCCCC=C)=O 9-Decenoic Acid Methyl Ester